CON1CCC(=CC1)OS(=O)(=O)C(F)(F)F 1-methoxy-3,6-dihydro-2H-pyridin-4-ylTriflate